COCCOCCOCCOCCCCCCCCCCCP(O)(O)=O 11-[2-[2-(2-methoxyethoxy)ethoxy]ethoxy]undecylphosphonic acid